FC(C1=CC=CC(=N1)C(=O)N)(F)F 6-(trifluoroMethyl)pyridinecarboxamide